BrC=1N=C2N(N1)[C@@H](C[C@@H]2F)C2=CC(=CC=C2)OC (5s,7s)-2-bromo-7-fluoro-5-(3-methoxyphenyl)-6,7-dihydro-5H-pyrrolo[1,2-b][1,2,4]triazole